2-(difluoromethoxy)-5-fluoro-N-(1-(2-fluorophenyl)ethyl)-N-methylnicotinamide FC(OC1=C(C(=O)N(C)C(C)C2=C(C=CC=C2)F)C=C(C=N1)F)F